C(CCC(=O)[O-])(=O)OCCOC(C=C)=O 2-acryloyloxyethyl succinate